COC(C1=CN=CC(=C1)N1C[C@@H](CC1)C1=C(C=CC(=C1)C(NC=1C=NC=C(C1)C(F)(F)F)=O)C)=O (S)-5-(3-(2-methyl-5-((5-(trifluoromethyl)pyridin-3-yl)carbamoyl)phenyl)pyrrolidin-1-yl)nicotinic acid methyl ester